Rac-(4-amino-7-fluoro-1,3-dihydrofuro[3,4-c]quinolin-8-yl)((2s,5r)-2-(benzo[d][1,3]dioxol-5-yl)-5-methylpiperidin-1-yl)methanone NC1=NC=2C=C(C(=CC2C2=C1COC2)C(=O)N2[C@@H](CC[C@H](C2)C)C2=CC1=C(OCO1)C=C2)F |r|